FC1=C(C=CC(=C1)N1CCNCC1)C=1C2=C(N=C(N1)N)N1C(C=C2)=NCC1 (2-fluoro-4-(piperazin-1-yl)phenyl)-8,9-dihydroimidazo[1',2':1,6]pyrido[2,3-d]pyrimidin-2-amine